(5-((3-(cyclopropylmethyl)-2,4,5-trioxoimidazolidin-1-yl)methyl)-1,2,4-oxadiazol-3-yl)-N-((4-isobutyrylmorpholin-2-yl)methyl)-N-(2-methoxyphenyl)acetamide C1(CC1)CN1C(N(C(C1=O)=O)CC1=NC(=NO1)CC(=O)N(C1=C(C=CC=C1)OC)CC1CN(CCO1)C(C(C)C)=O)=O